ClC1=CC2=C(NCOC2)C(=C1)C 6-chloro-8-methyl-1H-benzo[d][1,3]oxazine